2-[1-[4-[3-[(4-methoxyphenyl)methyl]-2,4-dioxohexahydro-pyrimidin-1-yl]phenyl]-4-piperidinyl]acetaldehyde COC1=CC=C(C=C1)CN1C(N(CCC1=O)C1=CC=C(C=C1)N1CCC(CC1)CC=O)=O